(S)-(1,3-dimethylbutyl)phenylsilane C[C@@H](CC(C)C)[SiH2]C1=CC=CC=C1